[4-[[[1-[[1-(2,6-dioxo-3-piperidinyl)-3-methyl-2-oxo-benzoimidazol-5-yl]methyl]-4-piperidinyl]-methyl-amino]methyl]cyclohexyl]carbamic acid tert-butyl ester C(C)(C)(C)OC(NC1CCC(CC1)CN(C)C1CCN(CC1)CC1=CC2=C(N(C(N2C)=O)C2C(NC(CC2)=O)=O)C=C1)=O